(aminomethyl)-2-[(3-hydroxycyclobutyl)methyl]-N,N-dimethyl-pyrazole-3-carboxamide NCC1=C(N(N=C1)CC1CC(C1)O)C(=O)N(C)C